CO[C@H]1[C@@H](CNCC1)OC1=C2C(=NC=NC2=CC(=C1)C=1C=NN(C1)C)NC1=CC2=C(N=CS2)C=C1 N-(5-(((3R,4R)-4-methoxypiperidin-3-yl)oxy)-7-(1-methyl-1H-pyrazol-4-yl)quinazolin-4-yl)benzo[d]thiazol-6-amine